C(C1=CC=CC=C1)C=1C=NC(=NC1)N1CCN(CC1)C=1N=C2N(C=C(N=C2)C=2C=NN(C2)C)C1 [4-(5-Benzylpyrimidin-2-yl)piperazin-1-yl]-6-(1-methyl-1H-pyrazol-4-yl)imidazo[1,2-a]pyrazine